2-(4-cyclopropyl-6-methoxypyrimidin-5-yl)-N-(4-(4-(trifluoromethyl)-1H-1,2,3-triazol-1-yl)benzyl)-7H-purin-6-amine C1(CC1)C1=NC=NC(=C1C1=NC(=C2NC=NC2=N1)NCC1=CC=C(C=C1)N1N=NC(=C1)C(F)(F)F)OC